N[C@@H]1C(N(C2=C(C=CC=C2)C2(CC2)C1)C)=O (3S)-3-amino-1-methyl-1,2,3,4-tetrahydrospiro[1-benzazepine-5,1-cyclopropan]-2-one